3,3',5,5'-tetra-tert-butyl-biphenol C(C)(C)(C)C1=C(C(=CC(=C1)C(C)(C)C)O)C=1C(=CC(=CC1C(C)(C)C)C(C)(C)C)O